((3a'S,4'R,6'R,6a'R)-4'-(((tert-butyldiphenylsilyl)oxy)methyl)-6'-(4,6-dichloro-1H-pyrazolo[3,4-b]pyridin-1-yl)tetrahydrospiro[cyclopentane-1,2'-furo[3,4-d][1,3]dioxol]-4'-yl)methanol [Si](C1=CC=CC=C1)(C1=CC=CC=C1)(C(C)(C)C)OC[C@]1(O[C@H]([C@@H]2OC3(O[C@@H]21)CCCC3)N3N=CC=2C3=NC(=CC2Cl)Cl)CO